3,6-dimethyl-4-hydroxybenzoic acid CC=1C=C(C(=O)O)C(=CC1O)C